(S)-1-[2-(3-phenylpropyl)pyrimidin-4-yl]pyrrolidine-2-carbonitrile C1(=CC=CC=C1)CCCC1=NC=CC(=N1)N1[C@@H](CCC1)C#N